[Si](C)(C)(C(C)(C)C)OCCN1C2=C(OCC1)C(=CN=C2)C=2C(=C(C#N)C=CC2)N2CCC(CC2)C2=NN=CN2C 3-(4-{2-[(tert-butyldimethylsilyl)oxy]ethyl}-2H,3H-pyrido[4,3-b][1,4]oxazin-8-yl)-2-[4-(4-methyl-1,2,4-triazol-3-yl)piperidin-1-yl]benzonitrile